COC(=C1C(NC2=CC=C(C=C12)[N+](=O)[O-])=O)C1=CC=CC=C1 3-(methoxy-phenyl-methylene)-5-nitro-1,3-dihydro-indol-2-one